[S+2].P(=O)([O-])([O-])[O-].[NH4+] ammonium phosphate sulfur